BrC=1C=CC(=C(C1)C1=C(C=NN1COCC[Si](C)(C)C)[N+](=O)[O-])OC(F)F 5-[5-bromo-2-(difluoromethoxy)phenyl]-4-nitro-1-[[2-(trimethyl-silyl)ethoxy]methyl]-1H-pyrazole